3-methoxy-1-(2-(2-methyl-2H-pyrazolo[3,4-b]pyridin-5-yl)thieno[2,3-d]pyrimidin-6-yl)cyclobutanol COC1CC(C1)(O)C1=CC2=C(N=C(N=C2)C2=CC=3C(N=C2)=NN(C3)C)S1